CN(C(=O)C1CCS(CC1)(=O)=O)[C@H](C(F)(F)F)C1=CC=C(C=C1)NC=1C=NC2=CC=CN=C2C1C(C)C (S)-N-methyl-N-(2,2,2-trifluoro-1-(4-((4-isopropyl-1,5-naphthyridin-3-yl)amino)phenyl)ethyl)tetrahydro-2H-thiopyran-4-carboxamide 1,1-dioxide